n-octyl-β-D-glucose C(CCCCCCC)[C@]1(O)[C@H](O)[C@@H](O)[C@H](O)[C@H](O1)CO